C(C)(C)(C)OC(=O)N1CCN(CC1)C1=CC=C(C=C1)C=1C=C2C(N(CC2=C(C1)F)C(CC#C)C1=C(C=CC(=C1)F)F)=O 4-(4-(2-(1-(2,5-difluorophenyl)but-3-yn-1-yl)-7-fluoro-3-oxoisoindolin-5-yl)phenyl)piperazine-1-carboxylic acid tert-butyl ester